tert-butyl 1'-methyl-1,2-dihydrospiro[indole-3,4'-piperidine]-1-carboxylate CN1CCC2(CC1)CN(C1=CC=CC=C12)C(=O)OC(C)(C)C